ClC=1C(N(N=CC1NC[C@@]1(COCCC1)F)C1=CC=C(C=C1)[C@H]1O[C@H](CC1)C1CC1)=O 4-chloro-2-(4-((2S,5R)-5-cyclopropyltetrahydrofuran-2-yl)phenyl)-5-((((S)-3-fluorotetrahydro-2H-pyran-3-yl)methyl)amino)pyridazin-3(2H)-one